C(C)OC1=NC=C(C(=N1)OCC)C1=CC(=C(N=N1)OCC)[C@@H]1[C@H](C1)C(C)C 6-(2,4-diethoxypyrimidin-5-yl)-4-((1S,2R)-2-isopropylcyclopropyl)-3-ethoxypyridazine